tert-butyl [(3R,7R)-2-oxo-3-({[4-(2-oxo-1,2,4,5-tetrahydro-3H-1,3-benzodiazepin-3-yl)piperidin-1-yl]carbonyl}amino)-7-phenylazepan-1-yl]acetate O=C1N([C@H](CCC[C@H]1NC(=O)N1CCC(CC1)N1C(NC2=C(CC1)C=CC=C2)=O)C2=CC=CC=C2)CC(=O)OC(C)(C)C